C(C)(C)(C)OC(=O)N1C[C@H](CC1)NC=1C2=C(N=CN1)C=CC(=N2)Cl (S)-4-(1-tert-Butoxycarbonyl-3-pyrrolidinyl)amino-6-chloropyrido[3,2-d]pyrimidine